4-(2,2-difluoroethylsulfanyl)benzamide FC(CSC1=CC=C(C(=O)N)C=C1)F